rel-(R)-6-(cyclopropanecarboxamido)-4-((3-(difluoromethyl)-4,5-dimethyl-4,5-dihydro-3H-[1,2,3]triazolo[4,5-c][1,7]naphthyridin-6-yl)amino)-N-(methyl-d3)pyridazine-3-carboxamide C1(CC1)C(=O)NC1=CC(=C(N=N1)C(=O)NC([2H])([2H])[2H])NC1=NC=CC=2C3=C([C@H](N(C12)C)C)N(N=N3)C(F)F |o1:27|